C(C)N1CCC2(CN(CCO2)C2=C(C(=CC=C2\C=C(\C2=NC=CC(=N2)C2=CN=NC=C2)/F)OC2=C(C=CC=C2)F)C(F)(F)F)CC1 (Z)-9-ethyl-4-(6-(2-fluoro-2-(4-(pyridazin-4-yl)pyrimidin-2-yl)vinyl)-3-(2-fluorophenoxy)-2-(trifluoromethyl)phenyl)-1-oxa-4,9-diazaspiro[5.5]undecane